C1(CC1)C1=C(C(=NO1)C1=C(C=CC=C1Cl)Cl)C1=CC2(C1)CCN(CC2)C2=CC=CN=N2 6-(2-(5-Cyclopropyl-3-(2,6-dichlorophenyl)isoxazol-4-yl)-7-azaspiro[3.5]non-1-en-7-yl)pyridazin